BrC1=C(C(=NC=C1)N(C(OC(C)(C)C)=O)C)Cl tert-butyl (4-bromo-3-chloropyridin-2-yl)(methyl)carbamate